C(C1=CC=CC=C1)OC1[C@H](NC(CCC)=O)[C@@H](OC(C(C)C2=CC=C(C=C2)CC(C)C)=O)[C@H](O)[C@H](O1)CO 1-O-benzyl-2-N-butyryl-3-O-(2-(4-isobutylphenyl)propionyl)-D-glucosamine